C[C@H]1CC[C@H](CC1)NC(=O)NC1=CC(=C(C=C1)C1CCOCC1)C=1N=NNN1 1-((cis)-4-methylcyclohexyl)-3-(4-(tetrahydro-2H-pyran-4-yl)-3-(2H-tetrazol-5-yl)phenyl)urea